Methyl (S)-4-((2-methoxyethyl)(4-(5,6,7,8-tetrahydro-1,8-naphthyridin-2-yl)butyl) amino)-2-(quinolin-4-ylamino)butanoate COCCN(CC[C@@H](C(=O)OC)NC1=CC=NC2=CC=CC=C12)CCCCC1=NC=2NCCCC2C=C1